C(C)(=O)C1=NC(=C2N=CN(C2=N1)[C@H]1[C@@H]([C@@]([C@H](O1)COC(C(=O)O)(C(=O)O)CC1=CC=CC=C1)(O)C#C)O)N 2-(((2R,3S,4R,5R)-5-(2-acetyl-6-amino-9H-purin-9-yl)-3-ethynyl-3,4-dihydroxytetrahydrofuran-2-yl)methoxy)-2-phenylmethylmalonic acid